[Zn].[Ca] calcium zinc salt